(1,5-dimethyl-1H-imidazol-4-yl)boronic acid CN1C=NC(=C1C)B(O)O